3-fluoro-N,N-dimethyl-1-((4-morpholino-2-(3-(m-tolyl)-1H-pyrazol-1-yl)thieno[3,2-d]pyrimidin-6-yl)methyl)piperidin-4-amine FC1CN(CCC1N(C)C)CC1=CC=2N=C(N=C(C2S1)N1CCOCC1)N1N=C(C=C1)C=1C=C(C=CC1)C